BrC=1C2=C(C=3C=NC(=NC3C1Cl)SCC)COC2 6-Bromo-3-(ethylthio)-5-chloro-7,9-dihydrofurano[3,4-f]quinazoline